1-[2-chloro-4-(5-methyl-2-piperidyl)phenyl]-4-methyl-piperazine ClC1=C(C=CC(=C1)C1NCC(CC1)C)N1CCN(CC1)C